FCC(CF)OC=1C=C2C(=CC=NC2=CC1)C(=O)OC methyl 6-((1,3-difluoropropan-2-yl)oxy)quinoline-4-carboxylate